5-chloro-7H-pyrrolo[2,3-c][2,6]naphthyridine-8-carboxylate ClC1=NC2=C(C3=CN=CC=C13)C=C(N2)C(=O)[O-]